(S)-3-(6-(cyclopropylethynyl)-4-mesitylpyridin-2-yl)-3-((S*)-2-(5-(2-((R)-3-fluoropyrrolidin-1-yl)ethyl)-2-oxo-4-(trifluoromethyl)pyridin-1(2H)-yl)-4-methylpentanamido)propanoic acid C1(CC1)C#CC1=CC(=CC(=N1)[C@H](CC(=O)O)NC([C@H](CC(C)C)N1C(C=C(C(=C1)CCN1C[C@@H](CC1)F)C(F)(F)F)=O)=O)C1=C(C=C(C=C1C)C)C |o1:18|